3-((4-(((tert-butyldimethylsilyl)oxy)methyl)pyridin-3-yl)amino)piperidine-2,6-dione [Si](C)(C)(C(C)(C)C)OCC1=C(C=NC=C1)NC1C(NC(CC1)=O)=O